N[C@H](C(=O)N1[C@@H](C[C@H](C1)O)C(=O)N[C@@H](C)C1=CC=C(C=C1)C1=C(N=CS1)C)C(C)(C)C (2S,4r)-1-((S)-2-amino-3,3-dimethylbutyryl)-4-hydroxy-N-((S)-1-(4-(4-methylthiazol-5-yl)phenyl)ethyl)pyrrolidine-2-amide